Nitrophthalic Acid [N+](=O)([O-])C1=C(C(C(=O)O)=CC=C1)C(=O)O